NCCC(CNC(CCCCCCCCCCCCC)=O)O N-(4-amino-2-hydroxybutyl)tetradecanamide